ClC1=C(C(=CC(=C1)N)Cl)N 2,6-dichloro-1,4-phenylenediamine